C(C)O[Si](C(CCCCCCCN(CC)CC)[SiH2]CNCCC[Si](OC)(OC)OC)(OCC)OCC 1-triethoxysilyl-8-(diethylamino)(trimethoxysilylpropylamino)methylsilyl-octane